(1R,3S,5R)-N-(6-bromopyridin-2-yl)-2-(2-(3-(1-hydroxyethyl)-5-(2-methylpyrimidin-5-yl)-1H-indazol-1-yl)acetyl)-2-azabicyclo[3.1.0]hexane-3-carboxamide BrC1=CC=CC(=N1)NC(=O)[C@H]1N([C@@H]2C[C@@H]2C1)C(CN1N=C(C2=CC(=CC=C12)C=1C=NC(=NC1)C)C(C)O)=O